(S)-2,4-dimethyl-N-(6-(5-methyl-1,2,4-oxadiazol-3-yl)-2,3-dihydrobenzofuran-3-yl)oxazole-5-carboxamide CC=1OC(=C(N1)C)C(=O)N[C@@H]1COC2=C1C=CC(=C2)C2=NOC(=N2)C